BrC1=NC=CC=C1S(=O)(=O)C 2-bromo-3-(methylsulfonyl)pyridine